1-(tert-butyl)-N-[3-(7-{[(3S,4R)-3-fluoro-1-methylpiperidin-4-yl]amino}-3-(2,2,2-trifluoroethyl)pyrazolo[1,5-a]pyridin-2-yl)prop-2-yn-1-yl]-5-methoxy-1H-pyrazole-4-carboxamide C(C)(C)(C)N1N=CC(=C1OC)C(=O)NCC#CC1=NN2C(C=CC=C2N[C@H]2[C@H](CN(CC2)C)F)=C1CC(F)(F)F